CC1(NC(CC(C1)OC=1SC2=C(N1)SC=N2)(C)C)C 5-[(2,2,6,6-tetramethylpiperidin-4-yl)oxy][1,3]thiazolo[5,4-d][1,3]thiazol